ClC1=NC=C(C(=N1)C=1OC(=CC1)CN1CCCC1)F 2-chloro-5-fluoro-4-(5-(pyrrolidin-1-ylmethyl)furan-2-yl)pyrimidine